4-(7-(4-cyano-3-(trifluoromethyl)phenyl)-8-oxo-6-thioxo-5,7-diazaspiro[3.4]oct-5-yl)-2-fluorobenzoic acid C(#N)C1=C(C=C(C=C1)N1C(N(C2(CCC2)C1=O)C1=CC(=C(C(=O)O)C=C1)F)=S)C(F)(F)F